ClC1=C(C=C(C=C1F)C1=CC=C(C=C1)CCCNC=1C2=C(N=C(N1)C1=COC=C1)SC(=C2)C)F N-(3-(4'-chloro-3',5'-difluoro-[1,1'-biphenyl]-4-yl)propyl)-2-(furan-3-yl)-6-methylthieno[2,3-d]pyrimidin-4-amine